CN(C(=O)C1=CC=C(C=C1)CCC(=O)O)OC1OCCCC1 3-(4-(methyl-((tetrahydro-2H-pyran-2-yl)oxy)carbamoyl)phenyl)propanoic acid